3-(2-aminoethylamino)propyl-trimethoxysilane methyl-2-chloro-1,6-naphthyridine-3-carboxylate COC(=O)C=1C(=NC2=CC=NC=C2C1)Cl.NCCNCCC[Si](OC)(OC)OC